(1S,3R,4S)-2-((3-chlorophenyl)glycyl)-5,5-difluoro-N-((R,E)-4-fluoro-4-(methylsulfonyl)-1-((S)-2-oxopyrrolidin-3-yl)but-3-en-2-yl)-2-azabicyclo[2.2.2]octane-3-carboxamide ClC=1C=C(C=CC1)NCC(=O)N1[C@@H]2CC([C@H]([C@@H]1C(=O)N[C@H](C[C@H]1C(NCC1)=O)\C=C(\S(=O)(=O)C)/F)CC2)(F)F